1-methyl-9H-pyrido[3,4-b]indol-7-yl triflate O(S(=O)(=O)C(F)(F)F)C1=CC=C2C3=C(NC2=C1)C(=NC=C3)C